6-[(2S)-2-aminopropyl]-N-[(furan-2-yl)methyl]-7-methyl-2-(trifluoromethyl)thieno[3,2-d]pyrimidin-4-amine dihydrochloride Cl.Cl.N[C@H](CC1=C(C=2N=C(N=C(C2S1)NCC=1OC=CC1)C(F)(F)F)C)C